C(C1=CC=CC=C1)N1C=CC=2C=NC(=CC21)Cl 1-benzyl-6-chloro-1H-pyrrolo[3,2-c]pyridine